CNC(CNC1=CC=CC=C1)=O N-Methyl-2-(phenylamino)acetamide